N-[(6-{[(2,2-dimethylpropyl)(methyl)amino]methyl}imidazo[1,2-a]pyridin-2-yl)methyl]-4-oxo-4H-pyrido[1,2-a]pyrimidine-2-carboxamide CC(CN(C)CC=1C=CC=2N(C1)C=C(N2)CNC(=O)C=2N=C1N(C(C2)=O)C=CC=C1)(C)C